6-(3-(((6-((3,4-Dihydroisoquinolin-2(1H)-yl)methyl)-4-oxo-4H-pyran-3-yl)-oxy)methyl)azetidin-1-yl)nicotinonitrile C1N(CCC2=CC=CC=C12)CC1=CC(C(=CO1)OCC1CN(C1)C1=NC=C(C#N)C=C1)=O